N-[[(3aS,7aS)-3a-(3,4-dimethoxyphenyl)-1-methyl-2,3,4,5,7,7a-hexahydroindol-6-ylidene]amino]-4-chloro-aniline COC=1C=C(C=CC1OC)[C@@]12CCN([C@H]2CC(CC1)=NNC1=CC=C(C=C1)Cl)C